N,N-dibenzyloxolane-3-carboxamide C(C1=CC=CC=C1)N(C(=O)C1COCC1)CC1=CC=CC=C1